neononanol C(CCCCC(C)(C)C)O